CP([O-])(=O)CCC.[Mg+2].CP([O-])(=O)CCC magnesium methyl-n-propylphosphinate